CC1(C(C(=CC2(CCN(C2)C(=O)C2(CCCCC2)C(F)(F)F)C1)C#N)=O)C 9,9-dimethyl-8-oxo-2-[1-(trifluoromethyl)cyclohexane-1-carbonyl]-2-azaspiro[4.5]dec-6-ene-7-carbonitrile